(R)-3-(5-((1r,4R)-4-(4-(2-(3-amino-6-(3-fluoro-2-hydroxyphenyl)pyridazin-4-yl)pyridin-4-yl)piperidin-1-yl)cyclohexyl)-4,4-difluoro-3,4-dihydroquinolin-1(2H)-yl)piperidine-2,6-dione NC=1N=NC(=CC1C1=NC=CC(=C1)C1CCN(CC1)C1CCC(CC1)C1=C2C(CCN(C2=CC=C1)[C@H]1C(NC(CC1)=O)=O)(F)F)C1=C(C(=CC=C1)F)O